1-(6-methylpyridin-2-yl)-5-(quinoxalin-6-yl)-N-(3-(trifluoromethyl)phenyl)-1H-pyrazole-3-carboxyamide CC1=CC=CC(=N1)N1N=C(C=C1C=1C=C2N=CC=NC2=CC1)CC(=O)NC1=CC(=CC=C1)C(F)(F)F